BrC=1C=CC(=NC1)S(=O)(=O)N(COCC[Si](C)(C)C)COCC[Si](C)(C)C 5-bromo-N,N-bis(2-trimethylsilylethoxymethyl)pyridine-2-sulfonamide